N-(4-(4-amino-7-cyano-1-methyl-3-(4-((6-methylpyridin-2-yl)oxy)phenyl)-1H-pyrrolo[3,2-c]pyridin-2-yl)-3-chlorophenyl)-2-fluoroacrylamide NC1=NC=C(C2=C1C(=C(N2C)C2=C(C=C(C=C2)NC(C(=C)F)=O)Cl)C2=CC=C(C=C2)OC2=NC(=CC=C2)C)C#N